ClC=1N=C2C=C(C=NC2=CC1C)C(=O)OCC ethyl 6-chloro-7-methyl-1,5-naphthyridine-3-carboxylate